C(C)OC([C@@H](N)CC(C)(C)F)=O 4-fluoro-L-leucine ethyl ester